2-[[4-[[(3R,4R)-1-(2-cyanoacetyl)-4-methyl-3-piperidinyl]-methyl-amino]pyrrolo[2,3-d]pyrimidine-7-carbonyl]amino]acetic acid C(#N)CC(=O)N1C[C@@H]([C@@H](CC1)C)N(C=1C2=C(N=CN1)N(C=C2)C(=O)NCC(=O)O)C